4,11-dimethyl-1,4,8,11-tetraazabicyclohexadecane CN1CCN(CCCCCN(CCNCCC1)C)C1CCCCCCCCCCCCCCC1